8-chloro-1-(ethylamino)-1,2,4,5-tetrahydropyrano[3,4-c]isoquinolin-6-one ClC=1C=CC=2C3=C(NC(C2C1)=O)COCC3NCC